O=C1N(CC2=CC(=CC=C12)C1=NC=CC(=C1)CN1C(CC1)C1=CC=CC=C1)C1C(NC(CC1)=O)=O 3-(1-oxo-5-(4-((2-phenylazetidin-1-yl)methyl)pyridin-2-yl)isoindolin-2-yl)piperidine-2,6-dione